[N+](=O)([O-])C=1C=C(OCCCCCCO)C=CC1 6-(3-Nitrophenoxy)-1-hexanol